ClC=1C=NC=NC1CO 5-chloro-6-(hydroxymethyl)pyrimidin